C1(CC1)NC(=O)C=1N=CN(C1)CC=1SC(=CC1)C1=NOC(=N1)C(F)(F)F N-cyclopropyl-1-[[5-[5-(trifluoromethyl)-1,2,4-oxadiazol-3-yl]-2-thienyl]methyl]imidazole-4-carboxamide